(R)-(1-(2-(1H-indol-3-yl)ethyl)-6,7-dimethoxy-3,4-dihydroisoquinoline-2(1H)-yl)(pyridin-4-yl)meth-anone N1C=C(C2=CC=CC=C12)CC[C@H]1N(CCC2=CC(=C(C=C12)OC)OC)C(=O)C1=CC=NC=C1